(2-ethoxy-4-((5-fluoro-2-methoxybenzamido)methyl)phenyl)boronic acid C(C)OC1=C(C=CC(=C1)CNC(C1=C(C=CC(=C1)F)OC)=O)B(O)O